(R)-5-(6-(2-(3-fluorophenyl)pyrrolidin-1-yl)imidazo[1,2-b]pyridazin-3-yl)-3,6-dihydropyridine-1(2H)-carboxylic acid tert-butyl ester C(C)(C)(C)OC(=O)N1CCC=C(C1)C1=CN=C2N1N=C(C=C2)N2[C@H](CCC2)C2=CC(=CC=C2)F